1,3-dichloro-1,1,3,5,5,5-hexamethyltrisiloxane Cl[Si](O[Si](O[Si](C)(C)C)(C)Cl)(C)C